1,1'-(3,3',5,5'-tetraethyl[1,1'-biphenyl]-4,4'-diyl)bis{4-trifluoroacetylamino-3-[(E)-diazenyl]naphthalene-1-sulfonic acid} C(C)C=1C=C(C=C(C1C1(CC(=C(C2=CC=CC=C12)NC(C(F)(F)F)=O)\N=N\[H])S(=O)(=O)O)CC)C1=CC(=C(C(=C1)CC)C1(CC(=C(C2=CC=CC=C12)NC(C(F)(F)F)=O)\N=N\[H])S(=O)(=O)O)CC